N-(2-aminoethyl)benzamide tert-butyl-(tert-butoxycarbonyl)(6-fluoro-7-iodo-[1,2,4]triazolo[1,5-a]pyridin-2-yl)carbamate C(C)(C)(C)C1=C(C(=CC=2N1N=C(N2)N(C(O)=O)C(=O)OC(C)(C)C)I)F.NCCNC(C2=CC=CC=C2)=O